CC1=CNC2=NC=C(C=C21)C=2C=C1CCN(CC1=C(C2)[C@H]2N(CCC2)C(=O)OC(C)(C)C)C2=CC=NC=C2 tert-butyl (S)-2-(6-(3-methyl-1H-pyrrolo[2,3-b]pyridin-5-yl)-2-(pyridin-4-yl)-1,2,3,4-tetrahydroisoquinolin-8-yl)pyrrolidine-1-carboxylate